C1(=O)OC=CC2=CC=CC=C12 Isocumarin